Cl.Cl.N[C@@H](CC)CC1=C(C2=NC(=CC(=C2S1)NCC=1SC=CC1)Cl)C (3S)-3-amino-4-(5-chloro-3-methyl-7-{[(thiophen-2-yl)methyl]amino}thieno[3,2-b]pyridin-2-yl)butane dihydrochloride